1-bromo-6-chloro-N-[(2,4-dimethoxyphenyl)methyl]-imidazo[1,5-a]pyrazine-3-carboxamide BrC=1N=C(N2C1C=NC(=C2)Cl)C(=O)NCC2=C(C=C(C=C2)OC)OC